platinum(II) {bis[(isoquinolinyl)naphthalenyl]}methane C1(=NC=CC2=CC=CC=C12)C1=C(C2=CC=CC=C2C=C1)CC1=C(C=CC2=CC=CC=C12)C1=NC=CC2=CC=CC=C12.[Pt+2]